(S)-N-((2-(6-(3-(cyanomethyl)piperazin-1-yl)pyridin-2-yl)-1,6-naphthyridin-7-yl)methyl)-4-methyl-3-(methylsulfonyl)benzamide C(#N)C[C@H]1CN(CCN1)C1=CC=CC(=N1)C1=NC2=CC(=NC=C2C=C1)CNC(C1=CC(=C(C=C1)C)S(=O)(=O)C)=O